2-(4-[[2-(trimethylsilyl)ethoxy]methyl]-14-oxa-2,4,10-triazatricyclo[7.5.0.0[3,7]]tetradec-1(9),2,5,7-tetraen-10-yl)benzoic acid C[Si](CCOCN1C2=NC=3OCCCN(C3C=C2C=C1)C1=C(C(=O)O)C=CC=C1)(C)C